ClC=1C=C(C=CC1)C=1N=C(SC1)N(C(OCC)=O)C1=CC(=CC=C1)C(F)(F)F ethyl N-[4-(3-chlorophenyl)thiazol-2-yl]-N-[3-(trifluoromethyl)phenyl]carbamate